5-(1-methyl-1H-benzo[d][1,2,3]triazol-6-yl)-N-(2,2,2-trifluoroethyl)-7H-pyrrolo[2,3-d]pyrimidin-2-amine CN1N=NC2=C1C=C(C=C2)C2=CNC=1N=C(N=CC12)NCC(F)(F)F